N-{[3-(4-{[(3R,4R)-3-fluorooxan-4-yl]amino}-1-(2,2,2-trifluoroethyl)-1H-indol-2-yl)-1,2,4-oxadiazol-5-yl]methyl}-5-[1-(methoxymethyl)cyclopropyl]thiophene-3-carboxamide F[C@H]1COCC[C@H]1NC1=C2C=C(N(C2=CC=C1)CC(F)(F)F)C1=NOC(=N1)CNC(=O)C1=CSC(=C1)C1(CC1)COC